4-phenylpyridine-2,6-dicarboxylic acid C1(=CC=CC=C1)C1=CC(=NC(=C1)C(=O)O)C(=O)O